C(CCC)N1N=C(CCC1)C 2-butyl-6-methyl-4,5-dihydropyridazin